O[C@H]1CN(CC[C@@H]1[C@H]1N2C(C3=CC=CC=C13)=CN=C2)CC#N 2-((3R,4R)-3-Hydroxy-4-((R)-5H-imidazo[5,1-a]isoindol-5-yl)piperidin-1-yl)acetonitril